BrC=1C=C(C=CC1)C(C=C)=O 1-(3-bromophenyl)prop-2-en-1-one